C1(CC1)CN1C2=C(C=C1C(=O)OCC)C=CO2 ethyl 6-(cyclopropylmethyl)-6H-furo[2,3-b]pyrrole-5-carboxylate